Dihydroazet N1CC=C1